2-(4-(4-(aminomethyl)-1-oxo-1,2-dihydroisoquinolin-6-yl)-1-methyl-1H-pyrazol-5-yl)-4-chloro-6-cyclopropoxy-3-fluorobenzonitrile hydrochloride Cl.NCC1=CNC(C2=CC=C(C=C12)C=1C=NN(C1C1=C(C#N)C(=CC(=C1F)Cl)OC1CC1)C)=O